CC(C(=O)O)=C(C)C 2,3-dimethylbut-2-enoic acid